CC1CNC(N1)=O 5-methylimidazolidin-2-one